2-oxo-1H-1,6-naphthyridine-7-carbonitrile O=C1NC2=CC(=NC=C2C=C1)C#N